CC1C(NCCCNCCNCCCNC1=O)=O 10-methyl-1,4,8,12-tetraazacyclopentadecane-9,11-dione